CNC(=O)C=1N=C(C2=CC=C(C=C2C1)C=1CCOCC1)N1CCCC2=CC(=C(C=C12)C(F)F)C=1C=NN(C1)C 1-[7-difluoromethyl-6-(1-methyl-1H-pyrazol-4-yl)-3,4-dihydro-2H-quinolin-1-yl]-6-(3,6-dihydro-2H-pyran-4-yl)-isoquinoline-3-carboxylic acid methylamide